8,8'-(((3-hydroxycyclopentyl)methyl)azanediyl)bis(N,N-didecyloctanamide) OC1CC(CC1)CN(CCCCCCCC(=O)N(CCCCCCCCCC)CCCCCCCCCC)CCCCCCCC(=O)N(CCCCCCCCCC)CCCCCCCCCC